CP(=O)(C)C=1C=C(C=CC1)S(=O)(=O)N 3-dimethylphosphorylbenzenesulfonamide